3-(1,4-diazabicyclo[3.2.2]nonan-4-yl)-6-nitrodibenzo[b,d]thiophene 5,5-dioxide N12CCN(C(CC1)CC2)C=2C=CC1=C(S(C3=C1C=CC=C3[N+](=O)[O-])(=O)=O)C2